C(#N)C[S+]1CCCC1 1-(cyanomethyl)tetrahydro-1H-thiophen-1-ium